N,4-dimethylbenzene-1-sulfonamide CNS(=O)(=O)C1=CC=C(C=C1)C